tert-butyl (E)-(4-(6-carbamoyl-2-(1-ethyl-3-methyl-1H-pyrazole-5-carboxamido)-3H-imidazo[4,5-b]pyridin-3-yl)but-2-en-1-yl)carbamate C(N)(=O)C=1C=C2C(=NC1)N(C(=N2)NC(=O)C2=CC(=NN2CC)C)C/C=C/CNC(OC(C)(C)C)=O